CCCCCCCCCCCCCC(=O)OC[C@H](COP(=O)(O)O)OC(=O)CCCCCCCCCCCCC The molecule is a 1-acyl-2-tetradecanoyl-sn-glycero-3-phosphate in which the 1-acyl group is specified as tetradecanoyl (myristoyl). It is a 1-acyl-2-tetradecanoyl-sn-glycero-3-phosphate and a tetradecanoate ester. It is a conjugate acid of a 1,2-ditetradecanoyl-sn-glycerol-3-phosphate(2-).